CC1=C(C=C(C(=C1)C)SCCC)N1N=C(N=C1)C(F)(F)F 1-(2,4-dimethyl-5-(propylsulfanyl)phenyl)-3-(trifluoromethyl)-1H-1,2,4-triazole